1-(7-fluoronaphthalen-1-yl)cyclopropanamine FC1=CC=C2C=CC=C(C2=C1)C1(CC1)N